N-[5-[2-methyl-4-[[(2R)-1-[(1-methylpyrazol-3-yl)methyl]azetidin-2-yl]methoxy]pyrazol-3-yl]pyrazolo[1,5-a]pyridin-2-yl]cyclopropanecarboxamide CN1N=CC(=C1C1=CC=2N(C=C1)N=C(C2)NC(=O)C2CC2)OC[C@@H]2N(CC2)CC2=NN(C=C2)C